4-[[(7R)-8-cyclopentyl-7-ethyl-5-methyl-6-oxo-7H-pteridin-2-yl]amino]-3-methoxy-N-[3-[2-(4-piperidyloxy)ethoxy]propyl]benzamide C1(CCCC1)N1[C@@H](C(N(C=2C=NC(=NC12)NC1=C(C=C(C(=O)NCCCOCCOC2CCNCC2)C=C1)OC)C)=O)CC